Cl.FC(C=1C=CC=2COCC3CNCCC1C32)(F)F 8-(Trifluoromethyl)-3-oxa-12-azatricyclo[7.4.1.05,14]tetradeca-5(14),6,8-triene hydrochloride